C(C)(C)(C)OC(=O)N1CCN(CC1)C1=CC2=C(N(C(N2C)=O)C2C(NC(CC2)=O)=O)C=C1.CC1=CC=CC(=N1)C1=NC=CC=C1C(=O)OC(C)(C)C Tert-butyl 6'-methyl-2,2'-bipyridineCarboxylate tert-butyl-4-[1-(2,6-dioxo-3-piperidyl)-3-methyl-2-oxo-benzimidazol-5-yl]piperazine-1-carboxylate